NC1=C(C=C(C=N1)NC(C(N1[C@H](CC[C@@H](C1)C)C1=CC=C(C=C1)N1C[C@@H]2CN(CC[C@@H]2C1)C)=O)=O)CC |r| N-(6-amino-5-ethyl-3-pyridyl)-2-oxo-2-[rac-(2R,5S)-5-methyl-2-[4-[rac-(3aS,7aS)-5-methyl-3,3a,4,6,7,7a-hexahydro-1H-pyrrolo[3,4-c]pyridin-2-yl]phenyl]-1-piperidyl]acetamide